C(C1=CC=CC=C1)OC1=C(C(=CC(=C1)O)O)C(=O)N1CC2=CC=CC(=C2C1)NC1=NN(N=C1)C (2-(benzyloxy)-4,6-dihydroxyphenyl)(4-((2-methyl-2H-1,2,3-triazol-4-yl)amino)isoindolin-2-yl)methanone